S(=O)(=O)(O)C(C(=O)OCCC(C)C)CC(=O)OCCC(C)C.[K] potassium di-isoamyl sulfosuccinate